5-chloro-2-methyl-N-((1r,4r)-4-((2-oxo-3-(quinazolin-5-yl)-2,3-dihydro-1H-benzo[d]imidazol-1-yl)methyl)cyclohexyl)nicotinamide ClC=1C=NC(=C(C(=O)NC2CCC(CC2)CN2C(N(C3=C2C=CC=C3)C3=C2C=NC=NC2=CC=C3)=O)C1)C